NC1=CC=C(C(=C1C(=O)N(C)C)F)C=1C(=C2C(=NC1)NC[C@@]21C[C@@H](CC1)N1N=CN=C1)Cl 6-Amino-3-((1S,3R)-4'-chloro-3-(1H-1,2,4-triazol-1-yl)-1',2'-dihydrospiro[cyclopentane-1,3'-pyrrolo[2,3-b]pyridin]-5'-yl)-2-fluoro-N,N-dimethylbenzamide